ClC1=C(C=CC=C1)[C@H]1CC[C@H](N1C(C1=CC=C(C=C1)COC1=C(C=CC=C1)OC)=O)C(=O)O (2S,5R)-5-(2-chlorophenyl)-1-(4-((2-methoxyphenoxy)methyl)benzoyl)pyrrolidine-2-carboxylic acid